C1(=CC=CC=C1)C1=NC2=CC=C(C=C2C(=C1C1=CC=CC=C1)N)N 2,3-diphenylquinoline-4,6-diamine